C(C)[C@@H]1C(N(C=2C=NC(=NC2N1C1CNCC1)NC1=C(C(=CC(=C1)N1CCN(CC1)C)F)OCCCO)C)=O (7R)-7-ethyl-2-((3-fluoro-2-(3-hydroxypropoxy)-5-(4-methylpiperazin-1-yl)phenyl)amino)-5-methyl-8-(pyrrolidin-3-yl)-7,8-dihydropteridin-6(5H)-one